N-(1-cyclopropyl-2,2,2-trifluoroethyl)-4-(difluoromethyl)pyridin-2-amine C1(CC1)C(C(F)(F)F)NC1=NC=CC(=C1)C(F)F